4-aminomethyl-piperidine NCC1CCNCC1